N2-(4-(4-(azetidin-1-yl)piperidin-1-yl)-3-methoxyphenyl)-N4-(2-(isopropylsulfonyl)phenyl)-5-Methylthieno[2,3-d]pyrimidine-2,4-diamine N1(CCC1)C1CCN(CC1)C1=C(C=C(C=C1)NC=1N=C(C2=C(N1)SC=C2C)NC2=C(C=CC=C2)S(=O)(=O)C(C)C)OC